C(=O)C1=C(C(=NC=C1C(F)(F)F)OC)NC(OC(C)(C)C)=O tert-Butyl (4-formyl-2-methoxy-5-(trifluoromethyl)pyridin-3-yl)carbamate